aniline tantalum [Ta].NC1=CC=CC=C1